4-pentylamino-1,2-benzoquinone C(CCCC)NC1=CC(C(C=C1)=O)=O